C1(CC1)[C@@H](C)C=1C=C(C=CC1)O (R)-3-(1-cyclopropylethyl)phenol